FC1=C2C3=C(NC2=C(C=C1F)NC)N=CC(=C3N3CC(CC3)(C(F)(F)F)O)C=3C=C1C(C(=CN(C1=NC3)C)C(=O)O)=O 6-(5,6-difluoro-4-(3-hydroxy-3-(trifluoromethyl)pyrrolidin-1-yl)-8-(methylamino)-9H-pyrido[2,3-b]indol-3-yl)-1-methyl-4-oxo-1,4-dihydro-1,8-naphthyridine-3-carboxylic acid